C(C)(C)(C)OC(=O)N1CC(C1)C1CCNCC1 3-(piperidin-4-yl)azetidine-1-carboxylic acid tert-butyl ester